CC1(COC1)CN1C(OCC12CCN(CC2)C=2N=C(C(=NC2)C#N)C=2C=NN(C2)C)=O 5-{1-[(3-methyloxetan-3-yl)methyl]-2-oxo-3-oxa-1,8-diazaspiro[4.5]dec-8-yl}-3-(1-methyl-1H-pyrazol-4-yl)pyrazine-2-carbonitrile